4-(4-{[4-(3-hydroxypropan-1-yn-1-yl)-2-(trifluoromethyl)phenoxy]methyl}-3-methoxyphenyl)-2H,4H,5H,6H,7H-pyrazolo[3,4-b]pyridin-6-one OCC#CC1=CC(=C(OCC2=C(C=C(C=C2)C2C=3C(NC(C2)=O)=NNC3)OC)C=C1)C(F)(F)F